IC=1C=C2C=CNC(C2=C2C=CC=NC12)=O 6-iodo-2,7-phenanthrolin-1(2H)-one